CC1=C(C[Ti])C=CC=C1C (2,3-dimethylbenzyl)titanium